3,4-dihydro-isoquinoline-2(1H)-carboxylic acid 4-nitrophenyl ester [N+](=O)([O-])C1=CC=C(C=C1)OC(=O)N1CC2=CC=CC=C2CC1